(2S,4aS,4bS,6aR,7S,7aR,8aS,8bS,8cR,10aS)-2-ethyl-4a,6a-dimethyl-7-((2R,5R)-6,6,6-trifluoro-5-hydroxy-5-methylhexan-2-yl)octadecahydrocyclopropa[4,5]cyclopenta[1,2-a]phenanthren-2-ol C(C)[C@@]1(CC[C@@]2([C@H]3CC[C@]4([C@H]([C@@H]3CC[C@H]2C1)[C@@H]1[C@H]([C@@H]4[C@H](C)CC[C@@](C(F)(F)F)(C)O)C1)C)C)O